N-(3-cyano-4-fluorophenyl)-3-(1,1-difluoro-2-(4-hydroxy-4-(hydroxymethyl)piperidin-1-yl)-2-oxoethyl)-4-fluorobenzamide C(#N)C=1C=C(C=CC1F)NC(C1=CC(=C(C=C1)F)C(C(=O)N1CCC(CC1)(CO)O)(F)F)=O